6-methoxyquinoline-7-carboxamide COC=1C=C2C=CC=NC2=CC1C(=O)N